9-(benzyloxy)-3-(2-hydroxyethyl)-2-methyl-4H-pyrido[1,2-a]pyrimidine-4-one C(C1=CC=CC=C1)OC1=CC=CN2C1=NC(=C(C2=O)CCO)C